N-[(1S)-1-cyclohexyl-2-[4-(5-ethoxy-3-methyl-1H-pyrazol-4-yl)anilino]-2-oxo-ethyl]-2-methyl-pyrazole-3-carboxamide C1(CCCCC1)[C@@H](C(=O)NC1=CC=C(C=C1)C=1C(=NNC1OCC)C)NC(=O)C=1N(N=CC1)C